FC1(CCC(CC1)N1N=CC2=C1N=C(NC2=O)SC(C(=O)NC=2SC(=NN2)Br)C)F 2-((1-(4,4-difluorocyclohexyl)-4-oxo-4,5-dihydro-1H-pyrazolo[3,4-d]pyrimidin-6-yl)thio)-N-(5-bromo-1,3,4-thiadiazol-2-yl)propanamide